4-(2-hydroxy-3-(3-hydroxy-3-(6-isocyanopyridin-3-yl)propionyl)phenyl)piperidine-1-carboxylic acid tert-butyl ester C(C)(C)(C)OC(=O)N1CCC(CC1)C1=C(C(=CC=C1)C(CC(C=1C=NC(=CC1)[N+]#[C-])O)=O)O